ClC=1C=CC=C2C(C=C(OC12)C1=C(OCCCC(=O)O)C=C(C=C1)C)=O 4-[2-(8-chloro-4-oxo-chromen-2-yl)-5-methyl-phenoxy]butanoic acid